CC(C)(C)[Si](O[C@H]1[C@H]([C@@H](O[C@@H]1C=O)N1C(=O)NC(=O)C=C1)F)(C)C 2',5'-Dideoxy-3'-O-[(1,1-dimethylethyl)dimethylsilyl]-2'-fluoro-5'-oxo-uridine